CC1C(C2=C(C(=CC=C2)O)C(=O)O1)O The molecule is an isochromane that is mellein bearing a hydroxy group at position 4. It has a role as an antifungal agent, a fungal metabolite, a plant metabolite, an animal metabolite and an antimicrobial agent. It is a member of isochromanes, a member of phenols and a delta-lactone. It derives from a mellein.